1-[(2R,6S)-4-acetyl-6-[[bis(4-methoxyphenyl)-phenyl-methoxy]methyl]-6-(triisopropylsilyloxymethyl)morpholin-2-yl]-5-methyl-pyrimidine-2,4-dione C(C)(=O)N1C[C@@H](O[C@](C1)(CO[Si](C(C)C)(C(C)C)C(C)C)COC(C1=CC=CC=C1)(C1=CC=C(C=C1)OC)C1=CC=C(C=C1)OC)N1C(NC(C(=C1)C)=O)=O